4-nitrometa-xylene [N+](=O)([O-])C1=C(C=C(C=C1)C)C